FC1(CCC(CC1)C1=C(N)C(=CC=C1)C)F 2-(4,4-difluorocyclohexyl)-6-methylaniline